1-(tert-butyl) 3-methyl 3-bromoazetidine-1,3-dicarboxylate BrC1(CN(C1)C(=O)OC(C)(C)C)C(=O)OC